CN1CCC(CC1)C1=CC=C(C(=O)NC2=NNC3=CC(=CC=C23)NC2=CC=C(C=C2)C)C=C1 4-(1-methylpiperidin-4-yl)-N-(6-(p-tolylamino)-1H-indazol-3-yl)benzamide